2-[3-fluoro-2-(methoxymethoxy)phenyl]-4,4,5,5-tetramethyl-1,3,2-dioxaborolane FC=1C(=C(C=CC1)B1OC(C(O1)(C)C)(C)C)OCOC